2-(4-fluorophenyl)-2-(1-(4,5,6,7-tetrahydrothieno[3,2-c]pyridine-5-carbonyl)piperidin-4-ylidene)acetonitrile FC1=CC=C(C=C1)C(C#N)=C1CCN(CC1)C(=O)N1CC2=C(CC1)SC=C2